C1(C2=CC=C(C(=O)OCCCO1)C=C2)=O TRIMETHYLENE TEREPHTHALATE